2-(3,5-dichloro-4-((7'-fluoro-2'-oxospiro[cyclobutane-1,3'-indolin]-5'-yl)oxy)phenyl)-3,5-dioxo-2,3,4,5-tetrahydro-1,2,4-triazine-6-carbonitrile ClC=1C=C(C=C(C1OC=1C=C2C3(C(NC2=C(C1)F)=O)CCC3)Cl)N3N=C(C(NC3=O)=O)C#N